FC1(OC2=C(O1)C=CC(=C2)N2N=NN=C2CN)F 1-[1-(2,2-difluoro-2H-1,3-benzodioxol-5-yl)-1H-1,2,3,4-tetrazol-5-yl]methanamine